C(#N)C=1C=NN2C1C(=CC(=C2)OCC(C)(C)O)C=2CC=NCC2 4-(3-Cyano-6-(2-hydroxy-2-methylpropoxy)pyrazolo[1,5-a]pyridin-4-yl)-3,6-dihydropyridine